N1C(CC1)COC=1C=CC(=C(C(=O)NC2(CC2)C2=C3C=CC=NC3=CC(=C2)C2=C(N=C(S2)C)Cl)C1)C 5-(azetidin-2-ylmethoxy)-N-(1-(7-(4-chloro-2-methylthiazol-5-yl)quinolin-5-yl)cyclopropyl)-2-methylbenzamide